5-(5-methylpiperidin-2-yl)-2-(1-methylpiperidin-4-yl)benzo[d]thiazole CC1CCC(NC1)C=1C=CC2=C(N=C(S2)C2CCN(CC2)C)C1